IC1=CC=C(C=C1)N1CCC2(OCCO2)CC1 8-(4-iodophenyl)-1,4-dioxa-8-azaspiro[4.5]decane